C(=O)C1=C(OC[C@H]2N(CCOC2)C(=O)C2=C(C=CC=C2)CC(=O)O)C=CC=C1O 2-(2-((3S)-3-((2-formyl-3-hydroxyphenoxy)methyl)morpholine-4-carbonyl)phenyl)acetic acid